ClC1=NC(=C2C(=NC(=NC2=C1F)SC)N1CCOC[C@](C1)(O)C)OCC (S)-4-[7-chloro-5-ethoxy-8-fluoro-2-(methylsulfanyl)-1,3,6-triaza-4-naphthyl]-6-methyl-1,4-oxazepan-6-ol